COC1=NN(C=N1)CC(O)C 3-methoxy-α-methyl-1H-1,2,4-triazole-1-ethanol